C1=CC=C[C@@H]2OC3=CC=CC=C3C([C@@H]12)=O 4a,9a-dihydro-(4aS,9aS)-9H-xanthen-9-one